2-acrylamidoethyl phosphate P(=O)(OCCNC(C=C)=O)([O-])[O-]